tert-butyl (2R)-4-(4-amino-5-iodo-1-methyl-6-oxo-pyrimidin-2-yl)-2-(hydroxy Methyl)piperazine-1-carboxylate NC=1N=C(N(C(C1I)=O)C)N1C[C@@H](N(CC1)C(=O)OC(C)(C)C)CO